ClC1=CC(=C(C=N1)C#CC=1C=NN(C1)C1CCN(CC1)C(C)=O)N1CCC(CC1)OC (4-(4-((6-chloro-4-(4-methoxypiperidin-1-yl)pyridin-3-yl)ethynyl)-1H-pyrazol-1-yl)piperidin-1-yl)ethan-1-one